CN1N=C(C2=CC=CC(=C12)OCC(N1CCN(CC1)S(=O)(=O)C=1C(=C(C2=C(CC(O2)(C)C)C1C)C)C)=O)C1C(NC(CC1)=O)=O 3-(1-methyl-7-(2-oxo-2-(4-((2,2,4,6,7-pentamethyl-2,3-dihydrobenzofuran-5-yl)-sulfonyl)piperazin-1-yl)ethoxy)-1H-indazol-3-yl)piperidine-2,6-dione